2',4'-dimethyl-5-oxo-2,3,4,5-tetrahydro-[1,1'-biphenyl]-4-carboxylic acid ethyl ester C(C)OC(=O)C1CCC(=CC1=O)C1=C(C=C(C=C1)C)C